FC(C(=O)O)(F)F.FC(C(=O)O)(F)F.CN1CC2(C1)CNC2 2-Methyl-2,6-diazaspiro[3.3]heptane bis(trifluoroacetate)